1-(2-chloro-10-phenylanthracen-9-yl)dibenzo[b,d]Furan ClC1=CC2=C(C3=CC=CC=C3C(=C2C=C1)C1=CC=CC=C1)C1=CC=CC=2OC3=C(C21)C=CC=C3